C1(=CC=CC=C1)SC[C@@H](CCNC(OC(C)(C)C)=O)NC1=C(C=C(C=C1)S(N)(=O)=O)S(=O)(=O)C(F)(F)F tert-butyl (R)-(4-(phenylthio)-3-((4-sulfamoyl-2-((trifluoromethyl)sulfonyl)phenyl)amino)butyl)carbamate